C1(CC1)COC=1C=C(CN2CCC(CC2)C2=CC=C(C=C2)F)C=CC1OC(F)F 1-(3-(cyclopropylmethoxy)-4-(difluoromethoxy)benzyl)-4-(4-fluorophenyl)piperidine